C(C)(C)(C)O[C@H](C(=O)OCC)C1=C(C2=C(N=C(S2)C=2C=C3C(=NN(C3=CC2)C)C2CNCC2)C=C1C)C1=CC=C(C=C1)Cl ethyl (2S)-2-(tert-butoxy)-2-(7-(4-chlorophenyl)-5-methyl-2-(1-methyl-3-(pyrrolidin-3-yl)-1H-indazol-5-yl)benzo[d]thiazol-6-yl)acetate